C(C)(C)(C)OC(=O)N[C@H](C(=O)O)C1CCC(CC1)C (2S)-2-{[(tert-butoxy)carbonyl]amino}-2-[(1r,4S)-4-methylcyclohexyl]acetic acid